isonicotinnitrile Lithium [Li].C(C1=CC=NC=C1)#N